N-(3-{4-[(1-methylpiperidin-4-yl)amino]quinolin-6-yl}phenyl)prop-2-enamide CN1CCC(CC1)NC1=CC=NC2=CC=C(C=C12)C=1C=C(C=CC1)NC(C=C)=O